O(N)CCO 2-(aminoxy)ethan-1-ol